4-(5-chloro-6-isopropyl-9-methyl-1H-pyrazolo[4,3-g]quinolin-7-yl)benzoic acid ClC1=C(C(=NC2=C(C3=C(C=C12)C=NN3)C)C3=CC=C(C(=O)O)C=C3)C(C)C